ClC1=NC(=CC(=C1)C1=CN=C2N1N=C(C=C2)C(F)F)Cl 3-(2,6-dichloropyridin-4-yl)-6-(difluoromethyl)imidazo[1,2-b]pyridazine